N1=C(C=CC=C1)C1=C(NC2=CC=CC=C12)C(=O)[O-] pyridyl-indolate